(3-Aminopropylamino)-8-chloro-10-fluoro-12H-benzothiopyrano[2,3-c]Quinolin-12-one NCCCNC1=C2C3=C(C=NC2=CC=C1)SC1=C(C3=O)C=C(C=C1Cl)F